trifluoromethyl hexafluoropropyl ether FC(C(F)(F)OC(F)(F)F)C(F)(F)F